3-bromo-1-(methyl-d3)-1H-pyrazole-5-carboxylic acid methyl ester COC(=O)C1=CC(=NN1C([2H])([2H])[2H])Br